ClC1=CC(=C(C=C1Cl)CCO)[C@H]([C@H]1O[C@H]([C@H]2[C@@H]1OC(O2)(C)C)N2C=CC1=C2N=CN=C1Cl)O 2-[4,5-dichloro-2-[(R)-hydroxy-[(3aR,4R,6R,6aR)-4-(4-chloropyrrolo-[2,3-d]pyrimidin-7-yl)-2,2-dimethyl-3a,4,6,6a-tetrahydrofuro[3,4-d][1,3]dioxol-6-yl]methyl]phenyl]ethanol